6-tert-butyl-N-[imino(3-nitrophenyl)oxo-λ6-sulfanyl]-2-(2,4,6-trimethyl-phenoxy)pyridine-3-carboxamide C(C)(C)(C)C1=CC=C(C(=N1)OC1=C(C=C(C=C1C)C)C)C(=O)NS(=O)(C1=CC(=CC=C1)[N+](=O)[O-])=N